4-(diethylamino)styrene tert-butyl-((S)-1-((2S,4R)-4-hydroxy-2-(((S)-1-(6-(4-methylthiazol-5-yl)pyridin-3-yl)ethyl)carbamoyl)pyrrolidin-1-yl)-3,3-dimethyl-1-oxobutan-2-yl)carbamate C(C)(C)(C)N(C(O)=O)[C@H](C(=O)N1[C@@H](C[C@H](C1)O)C(N[C@@H](C)C=1C=NC(=CC1)C1=C(N=CS1)C)=O)C(C)(C)C.C(C)N(C1=CC=C(C=C)C=C1)CC